O1C[C@@H](OC2=NC=CC=C21)C2=CC=C(CN1CCC(CC1)C(=O)O)C=C2 1-{4-[(3S)-2,3-dihydro[1,4]dioxino[2,3-b]pyridin-3-yl]benzyl}piperidine-4-carboxylic acid